(4-(2-methyl-1-phenyl-1H-benzimidazol-5-yl)phenyl)-3-(2-(piperidin-1-yl)ethyl)urea CC1=NC2=C(N1C1=CC=CC=C1)C=CC(=C2)C2=CC=C(C=C2)NC(=O)NCCN2CCCCC2